(2R,3S,5R)-5-(6-amino-2-fluoro-9H-purin-9-yl)-2-(((tert-butyldiphenylsilyl)oxy)methyl)-2-ethynyltetrahydrofuran-3-ol NC1=C2N=CN(C2=NC(=N1)F)[C@H]1C[C@@H]([C@@](O1)(C#C)CO[Si](C1=CC=CC=C1)(C1=CC=CC=C1)C(C)(C)C)O